P(=O)(OC1=CC=CC=C1)(OCCC#N)OCCC#N phenyl bis(2-cyanoethyl) phosphate